N-Phenyl-Acrylamide C1(=CC=CC=C1)NC(C=C)=O